C(CCCCCC)C=1C=C(C=2[C@H]3[C@H](C(OC2C1)(C)C)CCC(=C3)C)O (6aR,10aR)-3-heptyl-6,6,9-trimethyl-6a,7,8,10a-tetrahydro-6H-benzo[c]chromen-1-ol